[Cl-].C1(=CC=CC=C1)P(C1=CC=CC=C1)C1=CC=CC=C1.C1(=CC=CC=C1)P(C1=CC=CC=C1)C1=CC=CC=C1.[Ni+2].[Cl-] nickel bistriphenylphosphine chloride